5,6-bis(benzyloxy)-7-ethynyl-benzopyrrole C(C1=CC=CC=C1)OC=1C(=C(C2=C(C=CN2)C1)C#C)OCC1=CC=CC=C1